N-3-(dimethylamino)propyl-methacrylamide (2S,4R)-tert-butyl-4-hydroxy-2-((2-hydroxy-4-(4-methylthiazol-5-yl)benzyl)carbamoyl)pyrrolidine-1-carboxylate C(C)(C)(C)OC(=O)N1[C@@H](C[C@H](C1)O)C(NCC1=C(C=C(C=C1)C1=C(N=CS1)C)O)=O.CN(CCCNC(C(=C)C)=O)C